ClC1=NC=CC(=N1)C=1N(C2=CC(=CC=C2C1)I)C (2-chloropyrimidin-4-yl)-6-iodo-1-methyl-1H-indole